7-chloro-1,2,4,5-tetrahydro-3H-benzo[d]azepine ClC1=CC2=C(CCNCC2)C=C1